O=C1NC2=C(SC1)N=CC(=N2)N2C(OCC2)=O 3-oxo-3,4-dihydro-2H-pyrazino[2,3-b][1,4]Thiazin-6-ylOxazolidin-2-one